n-propoyl alcohol C(CC)(=O)O